5-(3-Bromophenyl)-2-methyl-N-(3-(2-oxopropyl)-1,2,4-thiadiazol-5-yl)furan-3-carboxamide BrC=1C=C(C=CC1)C1=CC(=C(O1)C)C(=O)NC1=NC(=NS1)CC(C)=O